FC(C=1C=C(C=CC1)N1C(=NN=C1)C1C2C(C(N1C1=NC(=CC(=C1)C(F)(F)F)C)=O)CCC2)(F)F 3-(4-(3-(trifluoromethyl)phenyl)-4H-1,2,4-triazol-3-yl)-2-(6-methyl-4-(trifluoromethyl)pyridin-2-yl)hexahydrocyclopenta[c]pyrrole-1(2H)-one